N[N+]1=C(C=C(C(=C1)C)NC(=O)OC(C)(C)C)C#C[Si](C)(C)C 1-amino-4-[tert-butoxycarbonylamino]-5-methyl-2-[2-(trimethylsilyl)ethynyl]pyridinium